7-((3S,4R)-4-((2-methoxy-4-(trifluoromethoxy)phenyl)amino)-3-methyl-piperidin-1-yl)-2,4-dimethyl-5-oxo-4,5-dihydrothiazolo[5,4-b]pyridine-6-carbonitrile COC1=C(C=CC(=C1)OC(F)(F)F)N[C@H]1[C@H](CN(CC1)C=1C2=C(N(C(C1C#N)=O)C)SC(=N2)C)C